5-(dimethylphosphoryl)-N-hydroxy-2-(prop-2-yn-1-ylamino)benzimidamide CP(=O)(C)C=1C=CC(=C(C(NO)=N)C1)NCC#C